BrC1=CC=C(C=C1)C=1N=C(SC1CC)C=1C(OC2=CC(=CC=C2C1)OC(C)=O)=O Acetic acid 3-[4-(4-bromo-phenyl)-5-eth-yl-thiazol-2-yl]-2-oxo-2H-chromen-7-yl ester